COC[C@H]1COC2=C(CN1C(=O)C1(CCOCC1)C)C=CC(=C2)C(=O)N (3S)-3-(methoxymethyl)-4-[(4-methyloxan-4-yl)carbonyl]-3,5-dihydro-2H-1,4-benzoxazepine-8-carboxamide